(R)-1-(2-(2-(2-azidoethoxy)ethoxy)ethoxy)-3-(((3S,4R,5R,6R)-4,5-bis(benzyloxy)-6-((benzyloxy)methyl)tetrahydro-2H-pyran-3-yl)amino)propan-2-ol N(=[N+]=[N-])CCOCCOCCOC[C@@H](CN[C@H]1CO[C@@H]([C@@H]([C@@H]1OCC1=CC=CC=C1)OCC1=CC=CC=C1)COCC1=CC=CC=C1)O